Quinoxaline-d N1=C(C=NC2=CC=CC=C12)[2H]